3-chloro-2-(2-ethylhexyl)-thiophene ClC1=C(SC=C1)CC(CCCC)CC